3-(1-oxo-5-(2-oxo-3-(2,2,2-trifluoro-1-phenylethyl)imidazolidin-1-yl)isoindolin-2-yl)piperidine-2,6-dione O=C1N(CC2=CC(=CC=C12)N1C(N(CC1)C(C(F)(F)F)C1=CC=CC=C1)=O)C1C(NC(CC1)=O)=O